CN1N=C2[C@@H](N(CCC2=C1C1=CC(=NN1C)C(F)(F)F)C(=O)C=1C(=C2C=CC(=NC2=CC1)C)F)C (S)-(2,7-dimethyl-3-(1-methyl-3-(trifluoromethyl)-1H-pyrazol-5-yl)-2,4,5,7-tetrahydro-6H-pyrazolo[3,4-c]pyridin-6-yl)(5-fluoro-2-methylquinolin-6-yl)methanone